O1C(=CC=C1)O furylalcohol